ClC1OCCCC1 2-chlorotetrahydro-2H-pyran